P(=O)(O)(O)O.N=NC=NN formazan Phosphate